6-(4-(3,4-dihydroisoquinolin-2(1H)-yl)-3-hydroxypiperidine-1-carbonyl)-2-methylpyrimidine C1N(CCC2=CC=CC=C12)C1C(CN(CC1)C(=O)C1=CC=NC(=N1)C)O